FC=1C=CC(=C2C=NNC12)C1=C(C(NC=2C=C(C=NC12)C(=O)OCC)=O)[N+]1=CC=CC=C1 Ethyl 8-(7-fluoro-1H-indazol-4-yl)-6-oxo-7-pyridin-1-ium-1-yl-5H-1,5-naphthyridine-3-carboxylate